ClC1=NC(=CC(=C1)C1N(CC(OC1)(C)C)C(C=C)=O)C1=CC=2N(C=C1)C=CN2 1-(5-(2-chloro-6-(imidazo[1,2-a]pyridin-7-yl)pyridin-4-yl)-2,2-dimethylmorpholino)prop-2-en-1-one